C(C=C)OC(N[C@H]1CSC2=C(N(C1=O)CC1=CC=C(C=C1)Cl)C=C(C(=C2)F)C=2N=NC(=C(N2)C2=CC=CC=C2)C)=O N-[(3R)-5-[(4-chlorophenyl)methyl]-8-fluoro-7-(6-methyl-5-phenyl-1,2,4-triazin-3-yl)-4-oxo-2,3-dihydro-1,5-benzothiazepine-3-Yl]carbamic acid allyl ester